2,2'-thiobis(6-t-butyl-p-cresol) S(C1=CC(=CC(=C1O)C(C)(C)C)C)C1=CC(=CC(=C1O)C(C)(C)C)C